ClC=1C=NC=C(C1[C@@H](C)OC=1C=C2C(=NNC2=CC1)C(=O)NC=1C=NN(C1)C1CCOCC1)Cl (R)-5-(1-(3,5-Dichloropyridin-4-yl)ethoxy)-N-(1-(Tetrahydro-2H-Pyran-4-yl)-1H-Pyrazol-4-yl)-1H-Indazol-3-Carboxamid